C(C)(C)(C)OC(=O)NCC#CC=1C=C(C(=NC1)N1CCN(CC1)C(=O)OC(C)(C)C)Cl tert-butyl 4-[5-[3-(tert-butoxycarbonylamino)prop-1-ynyl]-3-chloro-2-pyridyl]piperazine-1-carboxylate